(4-methoxyphenyl)-4H-1,2,4-triazol-3-amine COC1=CC=C(C=C1)N1C(=NN=C1)N